5-bromo-N1-methylbenzene-1,3-diamine BrC=1C=C(C=C(C1)NC)N